(1S,2R,4aS,6aS,6bR,8aR,14aR,14bR,16bS)-1,2,6a,6b,9,9,11,14a-octamethyl-13-morpholino-1,2,3,4,4a,5,6,6a,6b,7,8,8a,9,14,14a,14b,15,16b-octadecahydrochryseno[1,2-g]Quinazolin C[C@H]1[C@@H](CC[C@H]2CC[C@]3([C@@]4(CC[C@@H]5[C@](CC=6C(=NC(=NC6C5(C)C)C)N5CCOCC5)([C@H]4CC=C3[C@H]12)C)C)C)C